4-amino-3,5,6-trichloropyridine sodium formate C(=O)[O-].[Na+].NC1=C(C=NC(=C1Cl)Cl)Cl